1-(4-tert-butylphenyl)-3-nitrobenzene C(C)(C)(C)C1=CC=C(C=C1)C1=CC(=CC=C1)[N+](=O)[O-]